O=C1C=C(N=C2N1C=CC=C2)C(=O)NCC2=CC=C1C=C(NC1=C2)C2NCCCC2 4-oxo-N-{[2-(piperidin-2-yl)-1H-indol-6-yl]methyl}-4H-pyrido[1,2-a]pyrimidine-2-carboxamide